N1=CC(=CC=C1)C1=CC=C(C=C1)C(C)O 1-(4-(pyridin-3-yl)phenyl)ethan-1-ol